OCC1=CC(=NN1C)O 5-(hydroxymethyl)-1-methyl-1H-pyrazol-3-ol